CC1=CSC2=C1N=CN=C2N2CC=1C=C(C=NC1CC2)C2=CN=C(S2)C 7-methyl-4-[3-(2-methylthiazol-5-yl)-7,8-dihydro-5H-1,6-naphthyridin-6-yl]thieno[3,2-d]pyrimidine